C(CCCC(=O)O)(=O)O.N1(CCCC2=NC=CC=C12)C1=NNC2=NC(=CN=C21)N2CCC1(CC2)OC2=C([C@H]1N)C=CC=C2 (R)-1'-(3-(3,4-dihydro-1,5-naphthyridin-1(2H)-yl)-1H-pyrazolo[3,4-b]pyrazin-6-yl)-3H-spiro[benzofuran-2,4'-piperidine]-3-amine glutarate